(R)-4-(5-cyanopyridin-2-yl)-2-methylpiperazine-1-carboxylic acid tert-butyl ester C(C)(C)(C)OC(=O)N1[C@@H](CN(CC1)C1=NC=C(C=C1)C#N)C